ClC1=C(C=C(C=C1)F)C1NC(C2=C1C(=CC1=C(N(N=C21)C)C=2C=NNC2)C2=C(C(=O)N)C=C(C=C2C(F)(F)F)F)=O [6-(2-chloro-5-fluorophenyl)-3-(1H-pyrazol-4-yl)-2-methyl-8-oxo-7,8-dihydro-6H-pyrrolo[4,3-g]indazol-5-yl]-5-fluoro-3-(trifluoromethyl)benzamide